1-(4-bromophenyl)-2-(methylamino)propan-1-one BrC1=CC=C(C=C1)C(C(C)NC)=O